C1(=CC=CC=C1)N1C(=NC2=C1C1=CC=CC=C1C=1C=CC=CC12)C1=C(C=CC=C1)O 2-(1-phenyl-1H-phenanthro[9,10-d]imidazol-2-yl)phenol